C(C)(=O)C1CC2(CN(C2)C(=O)OC(C)(C)C)C1 tert-butyl 6-acetyl-2-azaspiro[3.3]heptane-2-carboxylate